C1(=CC=C(C=C1)C[C@H](CCl)NS(=O)(=O)C1=CC=C(C=C1)C)C1=CC=CC=C1 (R)-N-(1-([1,1'-biphenyl]-4-yl)-3-chloroprop-2-yl)-4-methylbenzenesulfonamide